CC1(C2=C3C=C(C=[SiH]C3=CC2=CC=C1)OB(O)O)C (5,5-dimethyl-silafluorene-3-yl)boric acid